(S)-8-chloro-6-(((1-cyclopropyl-1H-1,2,3-triazol-4-yl)(1-methyl-1H-indazol-4-yl)methyl)amino)-4-(neopentylamino)quinoline-3-carbonitrile ClC=1C=C(C=C2C(=C(C=NC12)C#N)NCC(C)(C)C)N[C@@H](C1=C2C=NN(C2=CC=C1)C)C=1N=NN(C1)C1CC1